Cl.CN(C(OC1=CC2=CC=C(C(=C2C=C1)C#C)F)=O)C 5-ethynyl-6-fluoronaphthalen-2-yl dimethylcarbamate hydrochloride